sodium (2S,5R)-N'-(furan-2-ylcarbonyl)-7-oxo-6-(sulfooxy)-1,6-diazabicyclo[3.2.1]-octane-2-carbohydrazide O1C(=CC=C1)C(=O)NNC(=O)[C@H]1N2C(N([C@H](CC1)C2)OS(=O)(=O)O)=O.[Na]